N-(2,2-difluoro-1-methyl-ethyl)-2,6-dimethoxy-4-[5-(1-methylpyrazol-4-yl)benzimidazol-1-yl]benzamide FC(C(C)NC(C1=C(C=C(C=C1OC)N1C=NC2=C1C=CC(=C2)C=2C=NN(C2)C)OC)=O)F